oxiranecarboxylic acid O1C(C1)C(=O)O